trans-4-((4-(2-Cyclopropylthiazol-5-yl)pyridin-2-yl)((trans-4-(5-methoxy-6-methylpyridin-2-yl)cyclohexyl)methyl)carbamoyl)cyclohexanecarboxylic acid C1(CC1)C=1SC(=CN1)C1=CC(=NC=C1)N(C(=O)[C@@H]1CC[C@H](CC1)C(=O)O)C[C@@H]1CC[C@H](CC1)C1=NC(=C(C=C1)OC)C